[5-[4,6-difluoro-1-(2-trimethylsilylethoxymethyl)indol-5-yl]oxy-2-fluoro-phenyl]hydrazine FC1=C2C=CN(C2=CC(=C1OC=1C=CC(=C(C1)NN)F)F)COCC[Si](C)(C)C